2-((6-(3,6-Dihydro-2H-pyran-4-yl)pyridin-3-yl)sulfonyl)-9-(3,3-dimethylbutyl)-2,9-diazaspiro[5.5]undecane O1CCC(=CC1)C1=CC=C(C=N1)S(=O)(=O)N1CC2(CCC1)CCN(CC2)CCC(C)(C)C